C(C)[C@H]1O[C@H]2CN3C=CC(C(=C3C(N2CC1)=O)O)=O (2R,9aS)-2-Ethyl-5-hydroxy-6,10-dioxo-3,4,6,9,9a,10-hexahydro-2H-1-oxa-4a,8a-diaza-anthracen